N,N,N-trimethyladamantylammonium C[N+](C)(C)C12CC3CC(CC(C1)C3)C2